3-(4-methylphenyl)-8-azabicyclo[3.2.1]Octane-2-carboxylate CC1=CC=C(C=C1)C1C(C2CCC(C1)N2)C(=O)[O-]